4-(3-hydroxy-4-(6-((3aR,6aR)-1-methylhexahydropyrrolo[3,4-b]pyrrol-5(1H)-yl)pyridazin-3-yl)phenyl)-1-methylpyridin-2(1H)-one OC=1C=C(C=CC1C=1N=NC(=CC1)N1C[C@@H]2N(CC[C@@H]2C1)C)C1=CC(N(C=C1)C)=O